Thiophenylpyridine S1C(=CC=C1)C1=NC=CC=C1